ClC=1C=C(C=C2C=CC=NC12)NC1CCN(CC1)CC(=O)N1[C@@H](C[C@@H](C1)F)C#N (2S,4S)-1-[2-[4-[(8-chloro-6-quinolinyl)amino]-1-piperidinyl]acetyl]-4-fluoro-pyrrolidine-2-carbonitrile